BrC=1C=C(C(=NC1)N)OC1CCCCC2=C1C=C(C=C2)F 5-bromo-3-(3-fluoro-6,7,8,9-tetrahydro-5H-benzocyclohepten-5-yloxy)-pyridin-2-ylamine